Cl.Cl.[C@H]12CN(C[C@H](CC1)N2)C=2C1=C(N=C(N2)OCCCN(C)C)C(N(C=C1)C1=CC(=CC2=CC=CC=C12)O)=O 4-((1R,5S)-3,8-diazabicyclo[3.2.1]octan-3-yl)-2-(3-(dimethylamino)propoxy)-7-(3-Hydroxynaphthalen-1-yl)pyrido[3,4-d]pyrimidin-8(7H)-one dihydrochloride